6-[3-(methylcarbamoyl)-7-(trifluoromethyl)thieno[3,2-b]pyridin-5-yl]oxy-8-oxa-2-azaspiro[3.4]octane-2-carboxylic acid tert-butyl ester C(C)(C)(C)OC(=O)N1CC2(C1)CC(CO2)OC2=CC(=C1C(=N2)C(=CS1)C(NC)=O)C(F)(F)F